(S)-2-(4-chlorophenyl)-N-(1-hydroxypropan-2-yl)-7-methyl-7H-pyrazolo[3,4-c][1,5]naphthyridine-4-carboxamide ClC1=CC=C(C=C1)C=1N=C2C3=C(C=NC2=C(C1)C(=O)N[C@H](CO)C)N(N=C3)C